C1(CCCCC1)C1(NC=C(C=C1N)C1=NC(=NO1)C)N 2-cyclohexyl-5-(3-methyl-1,2,4-oxadiazol-5-yl)pyridine-2,3-diamine